4-amino-8-(5-ethoxypyridin-3-yl)-2-oxo-N-propyl-1,2-dihydroquinoline-3-carboxamide NC1=C(C(NC2=C(C=CC=C12)C=1C=NC=C(C1)OCC)=O)C(=O)NCCC